ClC=1C=C(C=C(C1)OC(C)C)C=1C=C2CC([C@H](C2=CC1)NC(O[C@@H]1CN2CCC1CC2)=O)(C)C (S)-quinuclidin-3-yl ((R)-5-(3-chloro-5-isopropoxyphenyl)-2,2-dimethyl-2,3-dihydro-1H-inden-1-yl)carbamate